FC=1C=C(C(NC1)=O)[C@H](COC)C=1C=CC2=C(N=C(O2)[C@H](C2CCC(CC2)F)NC(OCC2=CC=CC=C2)=O)C1 benzyl ((S)-(5-((R)-1-(5-fluoro-2-oxo-1,2-dihydropyridin-3-yl)-2-methoxyethyl)benzo[d]oxazol-2-yl)((1r,4S)-4-fluorocyclohexyl)-methyl)carbamate